N,N'-bis(2-methyl-6-chlorophenyl)-5-phenylacenaphthene-1,2-diimine CC1=C(C(=CC=C1)Cl)N=C1C(C2=CC=C(C3=CC=CC1=C23)C2=CC=CC=C2)=NC2=C(C=CC=C2Cl)C